N'-cyano-N-ethyl-2'-(quinolin-3-yl)-5',6'-dihydrospiro[azetidine-3,4'-pyrrolo[1,2-b]pyrazole]-1-carboximidamide C(#N)N=C(NCC)N1CC2(CCN3N=C(C=C32)C=3C=NC2=CC=CC=C2C3)C1